C(C)O[Si](C[Si](OCC)(OCC)OCC)(OCC)OCC 1,1-bis-triethoxysilylmethane